BrC1=CC(=NC=C1)N1CC(C(CC1)(O)C)F rac-1-(4-bromopyridin-2-yl)-3-fluoro-4-methylpiperidin-4-ol